racemic-trans-cyclopentanone C1(CCCC1)=O